(E)-2,2'-(4-(3,7-dimethyloct-1,6-dienyl)-1,3-phenylene)bis(oxy)diacetic amide CC(/C=C/C1=C(C=C(C=C1)OCC(=O)N)OCC(=O)N)CCC=C(C)C